tert-Butyl 2-(3-amino-4-(methoxycarbonyl)phenyl)-4-(3,3,3-trifluoropropyl)piperazine-1-carboxylate NC=1C=C(C=CC1C(=O)OC)C1N(CCN(C1)CCC(F)(F)F)C(=O)OC(C)(C)C